N-[[6-(2-Aminoethoxy)-2-pyridyl]sulfonyl]-2-(2,2,4-trimethylpyrrolidin-1-yl)pyridin-3-carboxamid NCCOC1=CC=CC(=N1)S(=O)(=O)NC(=O)C=1C(=NC=CC1)N1C(CC(C1)C)(C)C